N1C(=NC2=C1C=CC=C2)N2C1=CC=CC=C1C=1C=C(C=CC21)C=2C=CC=1N(C3=CC=CC=C3C1C2)C2=CC=CC=C2 3-[9-(1H-benzimidazol-2-yl)carbazol-3-yl]-9-phenyl-carbazol